C(C1=CC=CC=C1)(=O)C=1N=CC(=NC1)N1CCC2(CC1)CC1=CC=CC=C1C2 (5-Benzoylpyrazin-2-yl)-1,3-dihydrospiro[indene-2,4'-piperidine]